tert-butyl N-[1-[4-[(7-fluoro-1,2-benzothiazol-6-yl)amino]pyrido[3,2-d]pyrimidin-6-yl]azetidin-3-yl]carbamate FC1=C(C=CC=2C=NSC21)NC=2C1=C(N=CN2)C=CC(=N1)N1CC(C1)NC(OC(C)(C)C)=O